3,4-diphenyl-2-(4-(trifluoromethoxy)phenyl)-2,3-dihydro-oxazole C1(=CC=CC=C1)N1C(OC=C1C1=CC=CC=C1)C1=CC=C(C=C1)OC(F)(F)F